6-bromo-7-[[(3R,5R)-5-[4-[2-[2-[2-[tert-butyl(diphenyl)silyl]oxyethoxy]ethoxy]ethoxy]phenyl]-1-methyl-3-piperidyl]amino]thiazolo[3,2-a]pyrimidin-5-one BrC1=C(N=C2N(C1=O)C=CS2)N[C@H]2CN(C[C@H](C2)C2=CC=C(C=C2)OCCOCCOCCO[Si](C2=CC=CC=C2)(C2=CC=CC=C2)C(C)(C)C)C